6-(2-aminoethyl)-2-methyl-3-propoxy-5h,6h,7h-pyrrolo[3,4-b]pyridin-5-one NCCN1CC2=NC(=C(C=C2C1=O)OCCC)C